4-(((2-((5-cyclopropyl-1-(tetrahydro-2H-pyran-4-yl)-1H-pyrazol-4-yl)amino)-5-fluoropyrimidin-4-yl)oxy)methyl)cyclohexan-1-ol C1(CC1)C1=C(C=NN1C1CCOCC1)NC1=NC=C(C(=N1)OCC1CCC(CC1)O)F